2-[2-[(5-chloro-3-fluoro-2-pyridinyl)oxy]-6-fluoro-phenyl]-5-(trifluoromethyl)oxazole ClC=1C=C(C(=NC1)OC1=C(C(=CC=C1)F)C=1OC(=CN1)C(F)(F)F)F